1-(4-Fluorobenzyl)-7-methyl-N-(piperidin-3-yl)-5-(1H-pyrrole-2-carbonyl)-4,5,6,7-tetrahydro-1H-pyrazolo[4,3-c]pyridine-3-carboxamide FC1=CC=C(CN2N=C(C=3CN(CC(C32)C)C(=O)C=3NC=CC3)C(=O)NC3CNCCC3)C=C1